C(C)(C)[Mg] isopropylmagnesium